4-methyl-3-(4-morpholinyl)benzoic acid CC1=C(C=C(C(=O)O)C=C1)N1CCOCC1